C(C)O\C(=C/OC1=CC=C(C=C1)CN1N=CC(=C1)C(C(=O)OCC)O)\C(F)(F)F ethyl 1-[[4-[[(1Z)-2-ethoxy-3,3,3-trifluoro-1-propen-1-yl]oxy]phenyl]methyl]-α-hydroxy-1H-pyrazole-4-acetate